1-(2-(4-cyclopropylphenyl)-2,3,4,5,5a,6,8,9-octahydro-7H-1,2,5,7-tetraazabenzo[cd]azulen-7-yl)prop-2-en-1-one C1(CC1)C1=CC=C(C=C1)N1N=C2CCN(CC3C2=C1CCN3)C(C=C)=O